2-((2R,3S,4S,5S)-6-(but-3-yn-1-yloxy)-3,4,5-trihydroxytetrahydro-2H-pyran-2-yl)-N-(pyrimidin-2-yl)ethane-1-sulfonamide C(CC#C)OC1[C@H]([C@H]([C@@H]([C@H](O1)CCS(=O)(=O)NC1=NC=CC=N1)O)O)O